(4-((1S,3S)-3-butyl-6-methoxy-2-propioloyl-1,2,3,4-tetrahydroisoquinolin-1-yl)phenyl)-2-methylisonicotinamide C(CCC)[C@@H]1N([C@H](C2=CC=C(C=C2C1)OC)C1=CC=C(C=C1)C1=C(C(=O)N)C=CN=C1C)C(C#C)=O